2-chloro-8-methoxy-N-(4-nitrophenyl)quinolin-4-amine ClC1=NC2=C(C=CC=C2C(=C1)NC1=CC=C(C=C1)[N+](=O)[O-])OC